9-((1S,4S)-4-(aminomethyl)cyclohexyl)-N8-(3-chlorophenyl)-N2-(1-methylcyclopentyl)-9H-purine-2,8-diamine NCC1CCC(CC1)N1C2=NC(=NC=C2N=C1NC1=CC(=CC=C1)Cl)NC1(CCCC1)C